ClC1=C(C(=CC(=N1)C(=O)OC)OC)[N+](=O)[O-] methyl 6-chloro-4-methoxy-5-nitropicolinate